(S)-2-(1-(4-(5-(4-amino-oxa-8-azaspiro[4.5]decan-8-yl)-6-(hydroxymethyl)pyrazin-2-ylsulfanyl)-3-chloropyridin-2-yl)azetidin-3-yl)propan-2-ol N[C@H]1CCOC12CCN(CC2)C=2N=CC(=NC2CO)SC2=C(C(=NC=C2)N2CC(C2)C(C)(C)O)Cl